ClC=1C=NC(=NC1)CN1C(=NC2=C1C=C(C=C2F)OC)N2C[C@H]([C@@H](CC2)F)N (3R,4R)-1-(1-((5-Chloropyrimidin-2-yl)methyl)-4-fluoro-6-methoxy-1H-benzimidazol-2-yl)-4-fluoropiperidin-3-amine